C(C1=CC=CC=C1)OC(=O)N[C@@H](CCC(NCCOCCOCCOCCNC(OC(C)(C)C)=O)=O)C(=O)OC methyl (S)-21-(((benzyloxy)carbonyl)amino)-2,2-dimethyl-4,18-dioxo-3,8,11,14-tetraoxa-5,17-diazadocosan-22-oate